CN1C(C(=CC2=C1N=CN=C2N[C@H](C)C=2C=C(C=C(C2)C(F)(F)F)NC(C)=O)O[C@@H]2CN(CC2)C)=O N-(3-((R)-1-((8-methyl-6-(((S)-1-methylpyrrolidin-3-yl)oxy)-7-oxo-7,8-Dihydropyrido[2,3-d]pyrimidin-4-yl)amino)ethyl)-5-(trifluoromethyl)phenyl)acetamide